Cl.C(#N)C=1C=C2C(=CNC2=CC1)CCCCN1CCN(CC1)C=1C=CC2=C(C=C(O2)C(=O)N)C1 5-[4-[4-(5-Cyano-1H-indol-3-yl)butyl]-1-piperazinyl]-2-benzofurancarboxamide hydrochloride